2-Chloro-N-[2-(7-fluoro-1H-indazole-4-carbonyl)-5-morpholino-3-pyridyl]acetamide ClCC(=O)NC=1C(=NC=C(C1)N1CCOCC1)C(=O)C=1C=2C=NNC2C(=CC1)F